N[C@@H](CC(=O)OCC)C=1SC(=CC1)C1=C(C=CC=C1C)C ethyl (S)-3-amino-3-(5-(2,6-dimethylphenyl)thiophen-2-yl)propanoate